(S)-2-methyl-N-[(1R)-1-{6-[methyl(propan-2-yl)amino]-1-oxo-2,3-dihydro-1H-pyrrolo[3,4-c]pyridin-4-yl}ethyl]propane-2-sulfinamide CC(C)(C)[S@](=O)N[C@H](C)C1=NC(=CC2=C1CNC2=O)N(C(C)C)C